tert-butyl 3-methyl-4-(2-((tetrahydro-2H-pyran-4-yl)amino)-[1,2,4]triazolo[1,5-a]pyridin-7-yl)-1H-pyrazole-1-carboxylate CC1=NN(C=C1C1=CC=2N(C=C1)N=C(N2)NC2CCOCC2)C(=O)OC(C)(C)C